β-naphthalene-formaldehyde C1=C(C=CC2=CC=CC=C12)C=O